10-(4-{3-bromo-[1,1'-biphenyl]-4-yl}phenyl)-8-oxatricyclo[7.4.0.02,7]trideca-1(9),2,4,6,10,12-hexaene BrC=1C=C(C=CC1C1=CC=C(C=C1)C=1C=2OC3=CC=CC=C3C2C=CC1)C1=CC=CC=C1